5-(4-(((tert-butyldimethylsilyl)oxy)methyl)cyclohexylidene)pentanoic acid [Si](C)(C)(C(C)(C)C)OCC1CCC(CC1)=CCCCC(=O)O